C(#N)C=1C2=C(SC1)C=CC(=C2)CCNC(OC(C)(C)C)=O tert-butyl (2-(3-cyanobenzo[b]thiophen-5-yl)ethyl)carbamate